(2S,3R,4S,5S)-5-(2-(5-fluoropyridin-3-yl)-6-(((4-methylpyridin-2-yl)methyl)-amino)-9H-purin-9-yl)-3,4-dihydroxyl-N-methylpyrrolidin-2-formamide FC=1C=C(C=NC1)C1=NC(=C2N=CN(C2=N1)[C@H]1[C@@H]([C@@H]([C@H](N1)C(=O)NC)O)O)NCC1=NC=CC(=C1)C